CC1=CC(=NC=2N1N=CC2)N2C[C@@H]1[C@H](C2)CN(C1)C=O ((3aR,6aS)-5-(7-methylpyrazolo[1,5-a]pyrimidin-5-yl)hexahydropyrrolo[3,4-c]pyrrol-2(1H)-yl)methanone